tert-Butyl((3R,6S)-6-((2-(5-(4-fluoro-2-(isopropyl(methyl)carbamoyl)phenoxy)pyrimidin-4-yl)-2,7-diazaspiro[3.5]nonan-7-yl)methyl)tetrahydro-2H-pyran-3-yl)carbamate C(C)(C)(C)OC(N[C@H]1CO[C@@H](CC1)CN1CCC2(CN(C2)C2=NC=NC=C2OC2=C(C=C(C=C2)F)C(N(C)C(C)C)=O)CC1)=O